CC1=NC2=CC(=CC(=C2N=C1S(=O)C)[C@@H](C)NC1=C(C(=O)O)C=C(C=C1)F)C 2-(((1R)-1-(2,7-dimethyl-3-(methylsulfinyl)quinoxalin-5-yl)ethyl)amino)-5-fluorobenzoic acid